NC1=NC=2C=CC(=CC2C2=C1C=NN2C)C(=O)N(CC2=NC=C(C=C2)C(F)(F)F)N2[C@@H]1CC[C@H](C2=O)C1 4-amino-1-methyl-N-((1R,4S)-3-oxo-2-azabicyclo[2.2.1]heptan-2-yl)-N-((5-(trifluoromethyl)pyridin-2-yl)methyl)-1H-pyrazolo[4,3-c]quinoline-8-carboxamide